BrC=1C=C2C(C(NC(C2=CC1)=O)O)(F)F 6-bromo-4,4-difluoro-3-hydroxy-2,3-dihydroisoquinolin-1-one